(acetonitrile) silver hexafluoroantimonate F[Sb-](F)(F)(F)(F)F.[Ag+].C(C)#N